4-methyl-2'-hydroxy-4'-methoxy-5'-(hydroxyethylpiperazin-1-yl)methyl-chalcone CC1=CC=C(C=C1)\C=C\C(=O)C1=C(C=C(C(=C1)CN1C(CNCC1)CCO)OC)O